7-(bromomethyl)-5-(2-fluorophenyl)-3-methylquinoxalin-2(1H)-one BrCC1=CC(=C2N=C(C(NC2=C1)=O)C)C1=C(C=CC=C1)F